ClC1=NC=2N(C(=C1)N1CCOCC1)N=C(C2)CN2CCC(CC2)N(S(=O)(=O)C)C N-(1-((5-chloro-7-morpholinopyrazolo[1,5-a]pyrimidin-2-yl)methyl)piperidin-4-yl)-N-methylmethanesulfonamide